FC1=CC=C(CCC2(OCCO2)CC=2SC(=NN2)C)C=C1 2-((2-(4-fluorophenethyl)-1,3-dioxolan-2-yl)methyl)-5-methyl-1,3,4-thiadiazole